ClC1=CC=C(C=C1)C1=NN(C[C@@H]1C1=CC=CC=C1)C1=NN(C(N1CC(=O)OCC)=O)[C@@H](C)C1=CC=C(C=C1)Cl Ethyl 2-[3-[(4S)-3-(4-chlorophenyl)-4-phenyl-4,5-dihydropyrazol-1-yl]-1-[(1S)-1-(4-chlorophenyl)ethyl]-5-oxo-1,2,4-triazol-4-yl]acetate